(3-(3,3,3-trifluoropropan-1-en-2-yl)benzyl)carbamic acid tert-butyl ester C(C)(C)(C)OC(NCC1=CC(=CC=C1)C(=C)C(F)(F)F)=O